O=C1NC(CCC1N1C(C2=CC=CC(=C2C1=O)CN1CCN(CC1)C/C=C/C(=O)O)=O)=O (E)-4-(4-((2-(2,6-dioxopiperidin-3-yl)-1,3-dioxoisoindolin-4-yl)methyl)piperazin-1-yl)but-2-enoic acid